NC=1N=C2N(C(C1C=O)=O)C=CC=C2C 2-amino-9-methyl-4-oxo-4H-pyrido[1,2-a]pyrimidine-3-carbaldehyde